3-(3-((2-((2-chloro-4-(4-methylpiperazin-1-yl)phenyl)amino)-5-(trifluoromethyl)pyrimidin-4-yl)amino)propyl)-1,3-oxazinan-2-one ClC1=C(C=CC(=C1)N1CCN(CC1)C)NC1=NC=C(C(=N1)NCCCN1C(OCCC1)=O)C(F)(F)F